(E)-2-[m-(1-imidazolyl)benzoylamino]-5,5-dimethyl-3-hexenoic acid N1(C=NC=C1)C=1C=C(C(=O)NC(C(=O)O)\C=C\C(C)(C)C)C=CC1